C(C=C)OCCCS(=O)(=O)[O-] 3-prop-2-enyloxypropane-1-sulfonate